2-fluoro-4-methyl-5-[(2,2,2-trifluoroethyl)thio]phenol FC1=C(C=C(C(=C1)C)SCC(F)(F)F)O